ClC=1C=C(C=CC1)CC(=O)N1C2=C(OCC1)C(=CN=C2)C2=CC=C(C=C2)C#N 4-(4-(2-(3-chlorophenyl)acetyl)-3,4-dihydro-2H-pyrido[4,3-b][1,4]oxazin-8-yl)benzeneNitrile